BrC1=CC(=C(C(=O)NC2=NC(=NC(=C2)C)N2CCC(CC2)(F)F)C=C1)F 4-bromo-N-(2-(4,4-difluoropiperidin-1-yl)-6-methylpyrimidin-4-yl)-2-fluorobenzamide